Barium Pentadecylate C(CCCCCCCCCCCCCC)(=O)[O-].[Ba+2].C(CCCCCCCCCCCCCC)(=O)[O-]